C(C1=CC=CC=C1)(=O)N1CC(C1)(F)CN1C(=NC2=C1C(=CC(=C2)C(=O)N2C1CCC(C2)[C@H]1N)OC)C=1N(C2=CC=CC=C2C1)CC1CC1 (7R)-2-{1-[(1-benzoyl-3-fluoroazetidin-3-yl)methyl]-2-[1-(cyclopropylmethyl)-1H-indol-2-yl]-7-methoxy-1H-1,3-benzodiazole-5-carbonyl}-2-azabicyclo[2.2.1]heptan-7-amine